[Si](C1=CC=CC=C1)(C1=CC=CC=C1)(C(C)(C)C)OC[C@@H](COCCCCCCCCCCCCCCCCCCCCCC)O (R)-1-((tert-butyldiphenylsilyl)oxy)-3-(docosyloxy)propan-2-ol